C(C)(C)[Si](C(C)C)(C(C)C)C#CC=1OC=CN1 2-((triisopropylsilyl)ethynyl)oxazole